2-chloro-N-(5-chloro-6-(4,5,6,7-tetrahydro-2H-indazol-2-yl)pyridin-3-yl)-4-(3-ethynylpyridine-4-yl)-5-fluorobenzamide ClC1=C(C(=O)NC=2C=NC(=C(C2)Cl)N2N=C3CCCCC3=C2)C=C(C(=C1)C1=C(C=NC=C1)C#C)F